C1(CCC1)C=1C(=NN(C1C1=CN=C(S1)C(F)(F)F)C)N 4-cyclobutyl-1-methyl-5-(2-(trifluoromethyl)thiazol-5-yl)-1H-pyrazol-3-amine